((2-(3'-(5-(chloromethyl)-6,7-difluorobenzo[d]oxazol-2-yl)-2,2'-dimethyl-[1,1'-biphenyl]-3-yl)-6-(difluoromethoxy)benzo[d]oxazol-5-yl)methyl)-L-prolin-methyl ester COC([C@H]1N(CCC1)CC=1C(=CC2=C(N=C(O2)C=2C(=C(C=CC2)C2=C(C(=CC=C2)C=2OC3=C(N2)C=C(C(=C3F)F)CCl)C)C)C1)OC(F)F)=O